ethyl (Z)-3-amino-2-(2-fluoro-3-methoxyphenyl)-2-butenoate N\C(=C(/C(=O)OCC)\C1=C(C(=CC=C1)OC)F)\C